IC=1C=NN(C1)C1=CC=NN1COCC[Si](C)(C)C 4-iodo-1-(1-((2-(trimethylsilyl)ethoxy)methyl)-1H-pyrazol-5-yl)-1H-pyrazol